FC1=CC=CC(=N1)NC1=NC=C(C(=O)N(C)OC)C(=C1)NC1=C(C=CC=C1)N(S(=O)(=O)C)C 6-((6-fluoropyridin-2-yl)amino)-N-methoxy-N-methyl-4-((2-(N-methylmethanesulfonamido)phenyl)Amino)nicotinamide